BrC1=CC(=C(C(=O)OC)C=C1)N1CCC2(CC2)CC1 Methyl 4-bromo-2-(6-azaspiro[2.5]octan-6-yl)benzoate